2-chloro-N-(2,2-difluoroethyl)-N-methyl-5-[(2S)-2-(trifluoromethylsulfonylamino)propoxy]pyridine-3-carboxamide ClC1=NC=C(C=C1C(=O)N(C)CC(F)F)OC[C@H](C)NS(=O)(=O)C(F)(F)F